[B-]1(N2C=CC=C2C=C3[N+]1=CC=C3)(F)F 4,4-Difluoro-4-bora-3a,4a-diaza-s-Indacene